[Br-].C[NH+](CC(COC(CCCCCCC\C=C/CCCCCCCC)=O)OC(CCCC(CCC\C=C/CCCCCCCC)CCO)=O)C dimethyl-5-hydroxyethyl-2,3-dioleoyloxypropyl-ammonium bromide